ClC=1C=C(C2=C(OCCO2)C1)N1CC(NCC1)Cl 7-chloro-5-(3-chloropiperazin-1-yl)-2,3-dihydro-1,4-benzodioxine